tetramethylammonium trifluoromethanesulfonate FC(S(=O)(=O)[O-])(F)F.C[N+](C)(C)C